C1(=CC=CC=C1)N1NC(=CC(=N1)Cl)Cl 2-phenyl-4,6-dichloro-triazine